O1CCC(CC1)N1N=CC=C1N1C(C(=CC=C1)C(=O)NC1=CC=C(C=C1)OC1=CC=CC=C1)=O 1-[1-(oxan-4-yl)-1H-pyrazol-5-yl]-2-oxo-N-(4-phenoxyphenyl)-1,2-dihydropyridine-3-carboxamide